P(OCCCCC)(OCCCCC)=O diamyl phosphonate